CN(CC(F)(F)F)CC(C(=O)O)=C 2-((methyl(2,2,2-trifluoroethyl)amino)methyl)acrylic acid